C(C)OC1=CN=CC(=N1)C=1SC(=CN1)C(=O)O 2-(6-ethoxypyrazin-2-yl)-1,3-thiazole-5-carboxylic acid